(±)-(4R,5S)-4-(3-bromophenyl)-5-(3-methoxyphenyl)oxazolidin-2-one BrC=1C=C(C=CC1)[C@H]1NC(O[C@H]1C1=CC(=CC=C1)OC)=O |r|